C(C1=CC=C(C=C1)OCC1OC1)(C1=CC=C(C=C1)OCC1OC1)C1=CC=C(C=C1)OCC1OC1 2,2',2''-[methylidynetris(4,1-phenyleneoxymethylene)]tris[oxirane]